FC1CC(N(C1)C(C(C)OC=1C=NC=CC1)=O)C(=O)NC(C1=CC=C(C=C1)C(C)C)C1=CC=CC=C1 4-fluoro-N-{phenyl-[4-(prop-2-yl)phenyl]methyl}-1-[2-(pyridin-3-yloxy)propionyl]pyrrolidine-2-carboxamide